1-(1-((3R,4S)-3-Fluoropiperidin-4-yl)-1H-indol-4-yl)dihydropyrimidine-2,4(1H,3H)-dione F[C@@H]1CNCC[C@@H]1N1C=CC2=C(C=CC=C12)N1C(NC(CC1)=O)=O